ClC=1C=2C(=C(NC2C2=C(C1)CN(S(N2)(=O)=O)CCCOC)C(=O)OCC)Cl ethyl 6,7-dichloro-3-(3-methoxypropyl)-1,3,4,9-tetrahydro-[1,2,6]thiadiazino[4,3-g]indole-8-carboxylate 2,2-dioxide